trans-S-(3-hydroxybutan-2-yl) ethanethioate C(C)(SC(C)C(C)O)=O